15-((2-carboxyethoxy)methyl)-3,13-dioxo-1-phenyl-2,5,8,11,17-pentaoxa-14-azaicosan-20-oic acid C(=O)(O)CCOCC(NC(COCCOCCOCC(OCC1=CC=CC=C1)=O)=O)COCCC(=O)O